N1C=NC(=C1)C1=NC(=NC=C1C(F)(F)F)NC1CCN(CC1)S(=O)(=O)C 4-(1H-imidazol-4-yl)-N-(1-(methylsulfonyl)piperidin-4-yl)-5-(trifluoromethyl)pyrimidin-2-amine